1-isopropyl-3-methyl-7-(4-((4-(methylsulfonyl)piperidin-1-yl)methyl)phenyl)-8-phenyl-6-(phenylsulfonyl)-3,6-dihydroimidazo[4,5-d]pyrrolo[2,3-b]pyridin-2(1H)-one C(C)(C)N1C(N(C=2C1=C1C(=NC2)N(C(=C1C1=CC=CC=C1)C1=CC=C(C=C1)CN1CCC(CC1)S(=O)(=O)C)S(=O)(=O)C1=CC=CC=C1)C)=O